CN1C(C2=C(C=C1)CCC2)=O 2-methyl-2,5,6,7-tetrahydro-1H-cyclopenta[c]pyridin-1-one